3-((1-(3-cyclopropyl-3-phenylpropionyl)-4-hydroxypiperidin-4-yl)methyl)-7-(2-(methylamino)-2,3-dihydro-1H-inden-5-yl)thieno[3,4-d]pyrimidin-4(3H)-one C1(CC1)C(CC(=O)N1CCC(CC1)(O)CN1C=NC=2C(C1=O)=CSC2C=2C=C1CC(CC1=CC2)NC)C2=CC=CC=C2